C(C)(C)(C)NC(C=C)=O N-tertiary-butyl-acrylamide